N(=[N+]=[N-])CC1=CC=C2C=C(N(C2=C1)C(=O)OC(C)(C)C)CN1CCC(CC1)(C)C Tert-butyl 6-(azidomethyl)-2-((4,4-dimethylpiperidin-1-yl)methyl)-1H-indole-1-carboxylate